(cis)-4-((((2S,4S)-4-(6-carbamoyl-2-fluoro-3-methoxyphenyl)-5-chloro-2-phenyl-2,3-dihydro-benzofuran-2-yl)methyl)amino)cyclohexanecarboxylic acid C(N)(=O)C1=CC=C(C(=C1C1=C(C=CC2=C1C[C@](O2)(C2=CC=CC=C2)CN[C@H]2CC[C@H](CC2)C(=O)O)Cl)F)OC